BrC1=NN(C=C1CC=1N=C2N(C=C(N=C2)C(C)C)C1)C 2-((3-bromo-1-methyl-1H-pyrazol-4-yl)methyl)-6-isopropylimidazo[1,2-a]pyrazine